2,6-diisopropyl-4-morpholinophenol C(C)(C)C1=C(C(=CC(=C1)N1CCOCC1)C(C)C)O